FC=1C(=C2C(=CC(=CC2=CC1F)N=C(C1=CC=CC=C1)C1=CC=CC=C1)B1OC(C(O1)(C)C)(C)C)OC([2H])([2H])[2H] N-(6,7-difluoro-5-(methoxy-d3)-4-(4,4,5,5-tetramethyl-1,3,2-dioxaborolan-2-yl)naphthalen-2-yl)-1,1-diphenylmethanimine